C(C1=CC=CC=C1)N1[C@@H](CC(C1)(NC)C#N)C(=O)OC methyl (2S)-1-benzyl-4-cyano-4-(methylamino)pyrrolidine-2-carboxylate